FC1=CC(=C(C=C1F)C1CC(C(N1)=O)=C)C=1C=NN(C1)C 5-(4,5-difluoro-2-(1-methyl-1H-pyrazol-4-yl)phenyl)-3-methylenepyrrolidin-2-one